ClC1=CC2=C(C(N(N=C2C(C)C)CC(=O)N[C@H]2CN(CCC2)C2CC2)=O)S1 (2-chloro-4-isopropyl-7-oxo-thieno[2,3-d]pyridazin-6-yl)-N-[(3R)-1-cyclopropyl-3-piperidinyl]acetamide